NC1=NC(=NN1)CCC1=NNC=N1 5-amino-3,3'-ethylenebis(1H-1,2,4-triazole)